(1R,2S,5S)-6,6-dimethyl-3-[1-(trifluoromethyl)cyclopropanecarbonyl]-3-azabicyclo[3.1.0]hexane-2-carboxylic acid benzyl ester C(C1=CC=CC=C1)OC(=O)[C@@H]1[C@H]2C([C@H]2CN1C(=O)C1(CC1)C(F)(F)F)(C)C